C(C1=CC(=C(C(=C1)C(C)(C)C)O)C)C1=CC(=C(C(=C1)C(C)(C)C)O)C 4,4'-Methylen-bis-(6-tert.butyl-2-methylphenol)